C(C)(C)C(=C)CCC1=CC=C(C=C1)OC 2-isopropyl-4-(4-methoxyphenyl)-1-butene